C(C)C1=CC=C(C=C1)CCCCCC12CC(CC(C=C1)C2=O)=O (5-(4-ethylphenyl)pentyl)-8-oxobicyclo[3.2.1]oct-6-en-3-one